ClC=1C=NC(=NC1)OC1=C2C(=NC(=NC2=C(C=C1)C#N)C(F)(F)F)CCCC(F)(F)F 5-(5-chloropyrimidin-2-yl)oxy-4-(4,4,4-trifluorobutyl)-2-(trifluoromethyl)quinazoline-8-carbonitrile